O1CCN(CC1)CCNN1C(C2=C3C(=CC=C2CC1=O)C=CC=C3)=O ((2-morpholinoethyl)amino)-1H-benzisoquinoline-1,3(2H)-dione